C1(CCCCC1)CNC(CCC1=NC=2C(=NC=CC2)N1CC1=CC(=C(C=C1)F)F)=O N-Cyclohexylmethyl-3-[3-(3,4-difluoro-benzyl)-3H-imidazo[4,5-b]pyridin-2-yl]-propionamide